3,5-dichloro-N-[4-({[2-(difluoromethoxy)phenyl]methyl}amino)quinazolin-5-yl]-4-hydroxybenzamide ClC=1C=C(C(=O)NC2=C3C(=NC=NC3=CC=C2)NCC2=C(C=CC=C2)OC(F)F)C=C(C1O)Cl